(3R)-4-(1-(4-methoxypyrimidin-2-yl)piperidine-4-carbonyl)-3-methyl-2,3,4,5-tetrahydropyrido[3,4-f][1,4]oxazepine-9-carbonitrile COC1=NC(=NC=C1)N1CCC(CC1)C(=O)N1[C@@H](COC2=C(C1)C=NC=C2C#N)C